6-(2-((Tert-Butyldimethylsilanyl)ethynyl)-4-methylpyrimidin-5-yl)-7-methyl-5-(4-((4-methylpyrimidin-2-yl)oxy)phenyl)-7H-pyrrolo[2,3-d]pyrimidin-4-amine [Si](C)(C)(C(C)(C)C)C#CC1=NC=C(C(=N1)C)C1=C(C2=C(N=CN=C2N)N1C)C1=CC=C(C=C1)OC1=NC=CC(=N1)C